N-(2-(Methylamino)-4-((4-(trifluoromethyl)benzyl)amino)phenyl)heptanamid CNC1=C(C=CC(=C1)NCC1=CC=C(C=C1)C(F)(F)F)NC(CCCCCC)=O